S(=O)(=O)=[N-] N-sulfonyl-amide